C(C)(C)(C)OC(NC1(CC1)CN)=O (1-(aminomethyl)cyclopropyl)carbamic acid tert-butyl ester